bis-(2-aminoethyl)amine NCCNCCN